5-isopropoxy-2-(5-(3-(trifluoromethyl)pyridin-2-ylamino)-1,2,4-thiadiazol-3-yl)isonicotinamide C(C)(C)OC1=CN=C(C=C1C(=O)N)C1=NSC(=N1)NC1=NC=CC=C1C(F)(F)F